O1N=C(C=C1)CN Isoxazol-3-ylmethanamine